N-(4-(6,7-difluoro-2-methyl-4-oxoquinazolin-3(4H)-yl)phenyl)-2-(3,4,5-trifluorophenyl)acetamide FC=1C=C2C(N(C(=NC2=CC1F)C)C1=CC=C(C=C1)NC(CC1=CC(=C(C(=C1)F)F)F)=O)=O